O-phosphoserine disodium salt [Na+].[Na+].P(=O)(O)(O)OC[C@H](N)C(=O)[O-].P(=O)(O)(O)OC[C@H](N)C(=O)[O-]